N-[4-methoxy-7-(pyridin-4-yl)-1H-1,3-benzodiazol-2-yl]-1H-imidazole-4-carboxamide COC1=CC=C(C=2NC(=NC21)NC(=O)C=2N=CNC2)C2=CC=NC=C2